[N+](=O)([O-])C1=CC=C(C=C1)N1C[C@H]2CC[C@@H](C1)N2 (1R,5S)-3-(4-nitrophenyl)-3,8-diazabicyclo[3.2.1]octane